ClC[Mg]Cl chloromethylmagnesium chloride